C(C)N(CC)CCN(CCOC(OC(CCCC(=O)OCC(CCCCCCCC)CCCCCC)CCCCCC)=O)CC 2-Hexyldecyl 3,6-diethyl-12-hexyl-10-oxo-9,11-dioxa-3,6-diazahexadecan-16-oate